C1(=CC=CC=C1)[C@@H]1[C@H](C1)NC(=O)[C@@H]1CN(CC[C@H]1NC(=O)C1=CC(=NO1)C1=C(C=C(C=C1)F)F)C1CCCCC1 |o1:6,7,12,17| (3R*,4R*)-1-Cyclohexyl-4-{[3-(2,4-difluoro-phenyl)-isoxazole-5-carbonyl]-amino}-piperidine-3-carboxylic acid ((1S*,2R*)-2-phenyl-cyclopropyl)-amide